4-(2-(difluoromethoxy)benzyl)-N-hydroxy-3,4-dihydro-2H-benzo[b][1,4]oxazine-6-carboxamide FC(OC1=C(CN2C3=C(OCC2)C=CC(=C3)C(=O)NO)C=CC=C1)F